C(C)C=1C=CC(=C(C1)\N=C\C=1C=NC=CC1O)O (E)-3-(((5-ethyl-2-hydroxyphenyl)imino)methyl)pyridin-4-ol